C1OC2=CC=C(C(=O)OC(C3=CC=C(C=C3)O1)=O)C=C2 4,4'-methylenedioxydibenzoic anhydride